C=C(C)C1=CC=C(OC2OCCCC2)C=C1 2-(4-(1-propen-2-yl)phenoxy)tetrahydro-2H-pyran